4-(1-pyrrolidinyl)-piperidine N1(CCCC1)C1CCNCC1